CC1(OC(=CC(O1)=O)CC1CC[C@H](N1)C(=O)O)C (2S)-5-((2,2-dimethyl-4-oxo-4H-1,3-dioxin-6-yl)methyl)pyrrolidine-2-carboxylic acid